7-[3-(hydroxyimino)azetidin-1-yl]-5-methyl-4-oxo-1-(1,2,4-thiadiazol-5-yl)-1,4-dihydro-1,8-naphthyridine-3-carboxylic acid ON=C1CN(C1)C1=CC(=C2C(C(=CN(C2=N1)C1=NC=NS1)C(=O)O)=O)C